2-(4-azaspiro[2.5]octan-7-yl)-7-(2,8-dimethylimidazo[1,2-b]pyridazin-6-yl)-[1,3,4]thiadiazolo[3,2-a]pyrimidin-5-one C1CC12NCCC(C2)C2=NN1C(=NC(=CC1=O)C=1C=C(C=3N(N1)C=C(N3)C)C)S2